C(CCCCCCCCC(=O)OCC1C(C=C(C=C1)C)(C)C)(=O)OCC1C(C=C(C=C1)C)(C)C di(2,2,4-trimethylbenzyl) sebacate